3-Cyclopropyl-5-((2-fluoro-4-iodophenyl)amino)-6,8-dimethyl-2,4,7-trioxo-3,4,6,7-tetrahydropyrido[4,3-d]pyrimidin C1(CC1)N1C(NC=2C(C1=O)=C(N(C(C2C)=O)C)NC2=C(C=C(C=C2)I)F)=O